O=CCC[C@H](O)CO 2,3-dideoxyribose